C(C=C)(=O)NC=1C(=CC(=C(C1)NC1=NC=C(C(=N1)C1=CN(C2=CC=CC=C12)C)C(=O)NC=1C=NN(C1)CC1=CC=CC=C1)OC)N(C)CCN(C)C 2-((5-Acrylamido-4-((2-(dimethylamino)ethyl)(methyl)amino)-2-methoxyphenyl)amino)-N-(1-benzyl-1H-pyrazol-4-yl)-4-(1-methyl-1H-indol-3-yl)pyrimidine-5-carboxamide